ClC1=C(C2=C(C=3C(=NC(=NC13)S(=O)(=O)CC)N[C@H]1C(N(CC1)C)=O)COC2)C2=CC=C(C=1SC(=C(C12)C#N)NC(OC(C)(C)C)=O)F tert-Butyl (4-(5-chloro-3-(ethylsulfonyl)-1-(((R)-1-methyl-2-oxopyrrolidin-3-yl)amino)-7,9-dihydrofuro[3,4-f]quinazolin-6-yl)-3-cyano-7-fluorobenzo[b]thiophen-2-yl)carbamate